C(C=C)(=O)N1[C@H](CN(C[C@H]1C)C1=C(C(N(C2=NC(=C(C=C12)Cl)Cl)C=1C(=NC=CC1C)C(C)C)=O)C#N)C ((3S,5R)-4-acryloyl-3,5-dimethylpiperazin-1-yl)-6,7-dichloro-1-(2-isopropyl-4-methylpyridin-3-yl)-2-oxo-1,2-dihydro-1,8-naphthyridine-3-carbonitrile